N1N=C(N=C1)C1=CC=C(C=N1)C1=CN=C2C(=N1)N(C(CN2)=O)C2CCOCC2 7-(6-(1H-1,2,4-triazol-3-yl)pyridin-3-yl)-1-(tetrahydro-2H-pyran-4-yl)-3,4-dihydropyrazino[2,3-b]pyrazin-2(1H)-one